ClC=1C=CC=C2C=C(NC12)C(=O)N1CCOC2(CCC2)[C@@H]1C(=O)N[C@@H](C[C@H]1C(NCC1)=O)C(CF)=O (R)-8-(7-chloro-1H-indole-2-carbonyl)-N-((S)-4-fluoro-3-oxo-1-((S)-2-oxopyrrolidin-3-yl)butan-2-yl)-5-oxa-8-azaspiro[3.5]nonane-9-carboxamide